FC=1C(=C2C(=C(NC2=C(C1)C#N)C)C)CC=1C=NC(=CC1)C=C 5-fluoro-2,3-dimethyl-4-((6-vinylpyridin-3-yl)methyl)-1H-indole-7-carbonitrile